C(C)OC1=CC=CC(=N1)C=1C(=C(C=CC1CF)S(=O)(=O)N)C1=CN=C2C(=N1)NC=N2 6-ethoxypyridin-2-yl-1H-imidazo[4,5-b]pyrazin-6-yl-4-(fluoromethyl)benzenesulfonamide